ClC1=CC=C(CC2=NC3=C4C(=CC=C3C(=C2O)C(=O)O)CCCC4)C=C1 2-(4-chlorobenzyl)-3-hydroxy-7,8,9,10-tetrahydrobenzo[h]quinoline-4-carboxylic acid